β-L-fucosamine O[C@@H]1[C@@H](N)[C@H](O)[C@H](O)[C@@H](O1)C